NC1=C(N=C(N1)C#N)C(=O)N 5-amino-2-cyano-1H-imidazole-4-carboxamide